[Cl-].C1(=CC=CC=C1)P[Si](C)(C)C phenyl-(trimethylsilyl)phosphine chloride